ClC=1C(=NC(=CC1)Cl)C(=O)O 3,6-dichloropyridine-2-carboxylic acid